tert-butyl 4-((5-(ethoxycarbonyl)-4-(4-(pyridin-2-ylcarbamoyl) phenyl)-1H-imidazol-2-yl)methyl)piperidine-1-carboxylate C(C)OC(=O)C1=C(N=C(N1)CC1CCN(CC1)C(=O)OC(C)(C)C)C1=CC=C(C=C1)C(NC1=NC=CC=C1)=O